C(C)(C)(C)[S@@](=O)\N=C(/C)\C1=NN(C=2N(C([C@@H]([C@@H](C21)C2=CC=C(C=C2)F)NC(C2=CC(=CC=C2)C(F)(F)F)=O)=O)CC)C2=CC=CC=C2 |&1:4| rac-N-((4R,5R)-3-((E)-1-((tert-butylsulfinyl)imino)ethyl)-7-ethyl-4-(4-fluorophenyl)-6-oxo-1-phenyl-4,5,6,7-tetrahydro-1H-pyrazolo[3,4-b]pyridin-5-yl)-3-(trifluoromethyl)benzamide